CC(C)S(=O)(=O)C1=CC=C(C=C1)C=1C=C2C(=NC1)NC=C2C(=O)OC methyl 5-[4-(propane-2-sulfonyl)phenyl]-1H-pyrrolo[2,3-b]pyridine-3-carboxylate